Cl[Si](C(C)C)(C(C)C)C(C)C chlorotriiso-propylsilane